(rac)-1-(2-(4-cyclopropylphenyl)-2,3,4,5,5a,6,8,9-octahydro-7H-10-oxa-1,2,5,7-tetraazacycloocta[cd]inden-7-yl)prop-2-en-1-one C1(CC1)C1=CC=C(C=C1)N1N=C2C=3[C@@H](NCCC13)CN(CCO2)C(C=C)=O |r|